(R)-(4-fluorophenyl)-ethylene oxide FC1=CC=C(C=C1)[C@@H]1CO1